2-(4-fluorophenyl)-7-(1-methyl-1H-imidazol-4-yl)-1H-indole-5-carboxylic acid FC1=CC=C(C=C1)C=1NC2=C(C=C(C=C2C1)C(=O)O)C=1N=CN(C1)C